N1=NC=CC=CC=CC=CC=CC=CC=CC=C1 diazacyclooctadecine